S1C(=CC=C1)C(=O)NC(=O)N1CCNCC1 N-(thiophene-2-carbonyl)piperazine-1-carboxamide